1,3-bis(bis(2-benzimidazolylmethyl)aminomethyl)benzene N1=C(NC2=C1C=CC=C2)CN(CC=2NC1=C(N2)C=CC=C1)CC1=CC(=CC=C1)CN(CC=1NC2=C(N1)C=CC=C2)CC=2NC1=C(N2)C=CC=C1